[Cl-].NC(=[NH2+])NCC1CC(CCC1)C(=O)OC amino(((3-(methoxycarbonyl)cyclohexyl)methyl)amino)methaniminium chloride